N1(NC=NC=C1)C(=O)N [1,2,4]Triazine-1-carboxamide